1-[3,5-bis(trifluoromethyl)phenyl]-5-oxo-N-[[2-(trifluoromethoxy)pyridin-4-yl]methyl]pyrrolidine-3-carboxamide FC(C=1C=C(C=C(C1)C(F)(F)F)N1CC(CC1=O)C(=O)NCC1=CC(=NC=C1)OC(F)(F)F)(F)F